tert-butyl N-(7-bromo-5,5-dimethyl-6,7-dihydrocyclopenta[d]pyridazin-4-yl)-N-tert-butoxycarbonyl-carbamate BrC1CC(C2=C1C=NN=C2N(C(OC(C)(C)C)=O)C(=O)OC(C)(C)C)(C)C